FC=1C=C(C=CC1NC1=NC=C(C(=N1)C1=C2OC[C@@H](N3C(=NC(C(=C1)F)=C32)C(C)(C)O)C)F)N3C(COCC3)=O (S)-4-(3-fluoro-4-((5-fluoro-4-(8-fluoro-2-(2-hydroxypropan-2-yl)-3-methyl-3,4-dihydro-5-oxa-1,2a-diazaacenaphthylene-6-yl)pyrimidin-2-yl)amino)phenyl)morpholin-3-one